FC=1C=C(C=C(C1)C)C1CCN(CC1)C(=O)C1CC2(C1)NC(OC2)=O (2s,4s)-2-(4-(3-fluoro-5-methylphenyl)piperidine-1-carbonyl)-7-oxa-5-azaspiro[3.4]Octane-6-one